ClC=1C(=C(C=CC1)NC(=O)C1=CC(=CC=2NC(=NC21)[C@H]2NC(CC2)=O)NC(=O)C2=C(C=CC=C2)C(F)(F)F)C N-(3-chloro-2-methylphenyl)-2-[(2S)-5-oxopyrrolidin-2-yl]-6-({[2-(trifluoromethyl)phenyl]carbonyl}amino)-1H-benzoimidazole-4-carboxamide